NC=1C2=C(N=C(N1)Cl)N(C=C2C2=NN(C=C2)CC2=CC=CC=C2)[C@H]2[C@@H]([C@@H]([C@H](C2)CN(C)CCCNCCC2=CC=C(C=C2)F)O)O (1R,2S,3R,5R)-3-[4-amino-5-(1-benzylpyrazol-3-yl)-2-chloropyrrolo[2,3-d]pyrimidin-7-yl]-5-{[(3-{[2-(4-fluorophenyl)ethyl]amino}propyl)(methyl)amino]methyl}cyclopentane-1,2-diol